N1(N=CC=C1)C1=CC=C(C=N1)CNC1=C2N=CN(C2=NC(=N1)N(CCO)CCO)CC 2,2'-((6-(((6-(1H-pyrazol-1-yl)pyridin-3-yl)methyl)amino)-9-ethyl-9H-purin-2-yl)azanediyl)bis(ethan-1-ol)